1-(4-(6-chloro-7-(2,4-dichlorophenyl)quinazolin-4-yl)piperazin-1-yl)prop-2-en-1-one ClC=1C=C2C(=NC=NC2=CC1C1=C(C=C(C=C1)Cl)Cl)N1CCN(CC1)C(C=C)=O